C1=CN=C2N1C1=CC(=CC=C1N=C2)C(=O)N imidazo[1,2-a]quinoxaline-8-formamide